ClCC(=O)C1=CC=CC=C1 α-chloroacetophenone